4-Methyl-2-(3-(pyridin-2-yl)propyl)-5-(pyrrolidin-1-yl)thiazole CC=1N=C(SC1N1CCCC1)CCCC1=NC=CC=C1